2-β-hydroxyethyloxy-para-phenylenediamine OCCOC1=C(C=CC(=C1)N)N